5-(1-(2,3-dichlorophenyl)ethyl)-6-fluoro-3-hydroxy-4H-benzo[e][1,2,4]thiadiazine 1,1-dioxide ClC1=C(C=CC=C1Cl)C(C)C1=C(C=CC2=C1NC(=NS2(=O)=O)O)F